C(C)OC(/C=C/CSC(C(C(=O)OCC)(C(=O)OCC)O)C1=CC(=C(C(=C1)OC)OC)OC)=O Diethyl (E)-2-(((4-ethoxy-4-oxobut-2-en-1-yl)thio)(3,4,5-trimethoxyphenyl)methyl)-2-hydroxymalonate